CO[C@H]1C(CN(CC1)C1=CC=CC(=N1)C1=NC2=CC(=NC=C2C=C1)CNC(C1=CN=CC(=C1)S(=O)(=O)C)=O)(C)C |r| (Racemic)-N-((2-(6-(4-methoxy-3,3-dimethylpiperidin-1-yl)pyridin-2-yl)-1,6-naphthyridin-7-yl)methyl)-5-(methylsulfonyl)nicotinamide